NC1=CC=C(C(=C1CO)F)Br (6-Amino-3-bromo-2-fluorophenyl)methanol